C(C)(C)(C)OC(N(C)CC1OCCC2=CC=CC(=C12)O)=O ((8-hydroxyisochroman-1-yl)methyl)(methyl)carbamic acid tert-butyl ester